O=C1C(CCCCC\C=C\CCCCCCCC1)=O (E)-oxocycloheptadec-8-en-2-one